C(CCC)C1CCC(CC1)(O)C=C trans-4-butyl-1-vinylcyclohexan-1-ol